ethyl-1-{4-[(4-methoxyphenyl)methoxy]-6-methylpyrimidin-2-yl}-5-methyl-1H-pyrazole-3-carboxylate C(C)OC(=O)C1=NN(C(=C1)C)C1=NC(=CC(=N1)OCC1=CC=C(C=C1)OC)C